N-[(3-fluoropyridin-2-yl)methyl]-2-(2-{[2-(1H-imidazol-2-yl)ethyl]amino}ethyl)-[1,3]thiazolo[5,4-d]pyrimidin-7-amine FC=1C(=NC=CC1)CNC=1C2=C(N=CN1)SC(=N2)CCNCCC=2NC=CN2